F[C@@H]1CN(CC[C@@H]1OC)C1=NC=CC(=N1)NC=1C=C2C(=CN=C(C2=CN1)N1CC(C1)O)C(C)C 1-(6-((2-((3R,4S)-3-fluoro-4-methoxypiperidin-1-yl)pyrimidin-4-yl)amino)-4-isopropyl-2,7-naphthyridin-1-yl)azetidin-3-ol